sodium 13-mercaptotridecanesulfonate SCCCCCCCCCCCCCS(=O)(=O)[O-].[Na+]